3-(5-(3-(4'-chloro-[1,1'-biphenyl]-2-carbonyl)-3,8-diazabicyclo[3.2.1]octane-8-yl)-1-Oxoisoindolin-2-yl)piperidine-2,6-dione ClC1=CC=C(C=C1)C=1C(=CC=CC1)C(=O)N1CC2CCC(C1)N2C=2C=C1CN(C(C1=CC2)=O)C2C(NC(CC2)=O)=O